2-amino-(5,6-diethyl)-indan NC1CC2=CC(=C(C=C2C1)CC)CC